undec-1,10-diene-6-amine C=CCCCC(CCCC=C)N